CC1=C2C(=C(NC2=C2C(=C1)C=CC=C2)C)C trimethyl-benzoindole